NC1=C(C=C(C=C1F)Br)C(C)=O 1-(2-amino-5-bromo-3-fluoro-phenyl)ethanone